dimethyl 4-[2-fluoro-4-[(4-methoxyphenyl)methoxy]butoxy]benzene-1,2-dicarboxylate FC(COC=1C=C(C(=CC1)C(=O)OC)C(=O)OC)CCOCC1=CC=C(C=C1)OC